(S)-tert-butyl(1-(2-(3-amino-3-oxo-propyl)-2-(2-fluoroacetyl)hydrazinyl)-4-methyl-1-oxo-pentan-2-yl)carbamate C(C)(C)(C)OC(N[C@H](C(=O)NN(C(CF)=O)CCC(=O)N)CC(C)C)=O